benzenesulfonic acid tetramethylphosphonium salt C[P+](C)(C)C.C1(=CC=CC=C1)S(=O)(=O)[O-]